O=C1N[C@H]2[C@@H](OC1)CCN(C2)C(=O)N2CCC(CC2)[C@@H](C=2C=C(OCCNC(CCOCCOCCN)=O)C=CC2)C2=CC=CC=C2 |o1:19| N-[2-[3-[(R or S)-[1-[(4aR,8aS)-3-oxo-4,4a,5,7,8,8a-hexahydropyrido[4,3-b][1,4]oxazine-6-carbonyl]-4-piperidinyl]-phenyl-methyl]phenoxy]ethyl]-3-[2-(2-aminoethoxy)ethoxy]propanamide